IC=1C=C(C(=NC1)NC)N 5-iodo-N2-methylpyridine-2,3-diamine